O=C1NC(CCC1N1C(C2=CC=CC(=C2C1=O)NC(C#C)CC)=O)=O 2-(2,6-dioxo-3-piperidyl)-4-(1-ethylprop-2-ynylamino)isoindoline-1,3-dione